N-(2-chlorophenyl)-6-((3,3-difluoropiperidin-1-yl)methyl)-2-methyl-4H-thieno[3,2-b]pyrrole-5-carboxamide ClC1=C(C=CC=C1)NC(=O)C1=C(C2=C(N1)C=C(S2)C)CN2CC(CCC2)(F)F